C(C)(C)(C)OC(CC1=CC=C(C=C1)NC([C@H](CC1=CC=CC=C1)N)=O)=O (S)-2-(4-(2-amino-3-phenylpropionamido)phenyl)acetic acid tert-butyl ester